4-(Difluoromethoxy)-N-(2-((dimethylamino)methyl)quinolin-8-yl)benzenesulfonamide FC(OC1=CC=C(C=C1)S(=O)(=O)NC=1C=CC=C2C=CC(=NC12)CN(C)C)F